C1(CC2C(CC1)O2)CC[Si](OC)(CC)CC β-(3,4-epoxycyclohexyl)ethyl-diethylmethoxysilane